2-(6-bromo-1-oxo-isoindolin-2-yl)-2-[1-(2-trimethylsilylethoxymethyl)-5,6-dihydro-4H-cyclopenta[c]pyrazol-3-yl]acetic acid BrC1=CC=C2CN(C(C2=C1)=O)C(C(=O)O)C=1C2=C(N(N1)COCC[Si](C)(C)C)CCC2